Nα-((tert-butoxycarbonyl)-D-tryptophyl)-1-methyl-D-tryptophan C(C)(C)(C)OC(=O)N[C@H](CC1=CNC2=CC=CC=C12)C(=O)N[C@H](CC1=CN(C2=CC=CC=C12)C)C(=O)O